N-(3-(N,S-dimethylsulfonimidoyl)phenyl)-3-(2-methyl-4-(trifluoromethoxy)phenoxy)-6-(trifluoromethyl)pyridazine-4-carboxamide CN=S(=O)(C)C=1C=C(C=CC1)NC(=O)C1=C(N=NC(=C1)C(F)(F)F)OC1=C(C=C(C=C1)OC(F)(F)F)C